(S)-tert-butyl 3-(4-((3,4-dichloro-2-fluorophenyl)amino)pyrido[3,4-d]pyrimidin-6-yl)piperidine-1-carboxylate ClC=1C(=C(C=CC1Cl)NC=1C2=C(N=CN1)C=NC(=C2)[C@@H]2CN(CCC2)C(=O)OC(C)(C)C)F